methyl 4-fluoro-3-hydroxy-1-methyl-1H-pyrazole-5-carboxylate FC=1C(=NN(C1C(=O)OC)C)O